3-((3-cyclohexylmethoxypyridin-2-yl)methylene)-6-(3-(4-fluorobenzoyl)benzylidene)piperazine-2,5-dione C1(CCCCC1)COC=1C(=NC=CC1)C=C1C(NC(C(N1)=O)=CC1=CC(=CC=C1)C(C1=CC=C(C=C1)F)=O)=O